ClC=1C(=CC(=C(CN2CCCCC2)C1)OCC=1C=NC=C(C1)C#N)OCC=1C(=C(C=CC1)C1=C(C(=CC=C1)NC(=O)C=1SC(=CN1)CNCCO)C)C (S)-1-(5-Chloro-2-((5-cyanopyridin-3-yl)methoxy)-4-((3'-(5-(((2-hydroxyethyl)amino)methyl)thiazol-2-carboxamido)-2,2'-dimethyl-[1,1'-biphenyl]-3-yl)methoxy)benzyl)piperidin